Tert-butyl (R)-6-(3-(4-formyl-2,2-dimethylpiperidin-1-yl)-5-methyl-1H-pyrazol-1-yl)-2-azaspiro[3.3]heptane-2-carboxylate C(=O)[C@H]1CC(N(CC1)C1=NN(C(=C1)C)C1CC2(CN(C2)C(=O)OC(C)(C)C)C1)(C)C